C(C1=CC=CC=C1)N(C1=NOC(=N1)C=1C(=C(C(=C(C1)F)F)O)F)CC1=CC=NN1C(C)C 3-(3-(Benzyl((1-isopropyl-1H-pyrazol-5-yl)methyl)amino)-1,2,4-oxadiazol-5-yl)-2,5,6-trifluorophenol